CC1=NN2C(C=CC(=C2)B2OC(C(O2)(C)C)(C)C)=C1 2-Methyl-6-(4,4,5,5-tetramethyl-1,3,2-dioxaborolan-2-yl)pyrazolo[1,5-a]pyridine